N1(N=CN=C1)CCN1CCC=2C1=CC=1NC3=CC=CC=C3C1C2 1-(2-(1H-1,2,4-triazol-1-yl)ethyl)-1,2,3,9-tetrahydropyrrolo[2,3-b]carbazole